thieno[2,3-c]pyrrol S1C=CC=2C1=CNC2